2-fluoro-3-hydroxy-6-methylbenzaldehyde FC1=C(C=O)C(=CC=C1O)C